O=C1NC(C2=CC=CC=C12)=O 1,3-dioxo-isoindolin